C(=O)=N carbonyl-ammonia